(S)-2-(chloromethyl)-1-(oxetan-2-ylmethyl)-1H-thieno[2,3-d]imidazole-5-carboxylic acid ethyl ester C(C)OC(=O)C1=CC2=C(N=C(N2C[C@H]2OCC2)CCl)S1